N-tert.-Butyl-4-[[2-(4-chloro-3-fluorophenyl)acetyl]amino]pyridin C(C)(C)(C)N1CC=C(C=C1)NC(CC1=CC(=C(C=C1)Cl)F)=O